2-((4-(((4-(hexahydropyridin-3-ylamino)-2,3-dioxocyclobut-4-enyl)amino)methyl)phenyl)amino)-5-(trifluoromethyl)pyrimidine N1CC(CCC1)NC=1C(C(C1NCC1=CC=C(C=C1)NC1=NC=C(C=N1)C(F)(F)F)=O)=O